5-[4-(5-fluoropyrimidin-2-yl)piperazine-1-carbonyl]-6-methyl-N-(1-methylcyclopropyl)furo[2,3-d]pyrimidin-4-amine FC=1C=NC(=NC1)N1CCN(CC1)C(=O)C1=C(OC=2N=CN=C(C21)NC2(CC2)C)C